ClC1=NC=C(C(=C1)C1=C(C=NC(=C1)C)C(=O)NC=1SC(=NN1)OC1CC(C1)O)OC 2'-chloro-N-(5-((1r,3r)-3-hydroxycyclobutoxy)-1,3,4-thiadiazol-2-yl)-5'-methoxy-6-methyl-(4,4'-bipyridine)-3-carboxamide